ClC=1C=C(C=C2C=C(N=CC12)NC(=O)[C@H]1[C@H](C1)F)C=1C(=C2C(=NC1)N(C=N2)[C@@H]2OCCCC2)C |&1:27| (±)-cis-N-(8-chloro-6-(7-methyl-3-(tetrahydro-2H-pyran-2-yl)-3H-imidazo[4,5-b]pyridin-6-yl)isoquinolin-3-yl)-2-fluorocyclopropanecarboxamide